O=CC#CC=1N=CSC1C1=CC=C(C=C1)[C@H](C)NC(OC(C)(C)C)=O tert-butyl (S)-(1-(4-(4-(3-oxoprop-1-yn-1-yl)thiazol-5-yl)phenyl)ethyl)carbamate